O=CCC1=CC(=NC=C1)NC(OC(C)(C)C)=O TERT-BUTYL 4-(2-OXOETHYL)PYRIDIN-2-YLCARBAMATE